tert-Butyl 2-(3-((2-methoxyethyl)amino)propanamido)-5,7-dimethyl-3-(6-(pyridin-3-yl)benzo[d]thiazol-2-yl)-4,7-dihydrothieno[2,3-c]pyridine-6(5H)-carboxylate COCCNCCC(=O)NC1=C(C2=C(C(N(C(C2)C)C(=O)OC(C)(C)C)C)S1)C=1SC2=C(N1)C=CC(=C2)C=2C=NC=CC2